ClC=1C=C(C(=O)NC=2C=CC(=C(C2)B(O)O)C)C=CC1F (5-(3-chloro-4-fluorobenzamido)-2-methylphenyl)boronic acid